N1=C(N=CC=C1)C1(CC1)NC(=O)[C@H]1CN(CC[C@@H]1NC(=O)C1=NOC(=C1F)C1=C(C=C(C=C1)F)F)CC1CC1 (3S,4S)-1-cyclopropylmethyl-4-{[5-(2,4-difluoro-phenyl)-4-fluoro-isoxazole-3-carbonyl]-amino}-piperidine-3-carboxylic acid (1-pyrimidin-2-yl-cyclopropyl)-amide